NC=1SC2=C(C1C#N)C1(CCC2)CN(C1)C1=NC(=NC(=C1)N1C[C@](CCC1)(C)O)OCC1(CC1)N(C)C 2'-Amino-1-(2-{[1-(dimethylamino)cyclopropyl]methoxy}-6-[(3R)-3-hydroxy-3-methylpiperidin-1-yl]pyrimidin-4-yl)-6',7'-dihydro-5'H-spiro[azetidine-3,4'-[1]benzothiophene]-3'-carbonitrile